2-(phenoxymethyl)-5,6-dihydro-4H-1,3-oxazine O(C1=CC=CC=C1)CC=1OCCCN1